FC(C(OC)C1=CC=C(C2=C1N=C(O2)N2CC1CCC(C2)N1C(=O)OC(C)(C)C)C=1SC=CN1)F tert-Butyl 3-(4-(2,2-difluoro-1-methoxyethyl)-7-(thiazol-2-yl)benzo[d]oxazol-2-yl)-3,8-diazabicyclo[3.2.1]octane-8-carboxylate